2-((5-methyl-6-oxo-5,6-dihydropyrido[2,3-b]pyrazine-3-yl)oxy)acetaldehyde CN1C(C=CC=2C1=NC(=CN2)OCC=O)=O